N-{6-[(3-cyclopropyl-1H-pyrazol-5-yl)amino]-5-methoxy-1,2-benzoxazol-3-yl}-4-[(2R)-1,4-dioxan-2-yl]-2,6-dimethoxybenzene-1-sulfonamide C1(CC1)C1=NNC(=C1)NC1=CC2=C(C(=NO2)NS(=O)(=O)C2=C(C=C(C=C2OC)[C@H]2OCCOC2)OC)C=C1OC